((2R,6S)-2,6-Dimethylmorpholino)(2-(2,4,5-trifluoro-3-hydroxyphenyl)thiazol-5-yl)methanone C[C@H]1O[C@H](CN(C1)C(=O)C1=CN=C(S1)C1=C(C(=C(C(=C1)F)F)O)F)C